P(=O)(O)(O)O.N1=CN=C(C2=C1NC=C2)C=2C=NN(C2)[C@H](CC#N)C2CCCC2 (R)-3-(4-(7H-pyrrolo[2,3-d]pyrimidin-4-yl)-1H-pyrazol-1-yl)-3-cyclopentyl-propionitrile phosphate